C(N)(=O)C=1C=[N+](C=CC1)C1CCOCC1 3-carbamoyl-1-(tetrahydro-2H-pyran-4-yl)pyridin-1-ium